2,4-diisopropyl-thioxanthone C(C)(C)C1=CC=2C(C3=CC=CC=C3SC2C(=C1)C(C)C)=O